COCC(=O)C1=CC2=C(N(C(=N2)[C@H](COC(C(F)(F)F)(C)C)NC(OC(C)(C)C)=O)COCC[Si](C)(C)C)C=C1 tert-butyl (R)-(1-(5-(2-methoxyacetyl)-1-((2-(trimethylsilyl)ethoxy)methyl)-1H-benzo[d]imidazol-2-yl)-2-((1,1,1-trifluoro-2-methylpropan-2-yl)oxy)ethyl)carbamate